6-methoxypyridin-3-amine COC1=CC=C(C=N1)N